C1(CCC1)N1N=CC(=C1)C1=C(C(=O)OCC)C=C(C=C1F)NC(=O)C1(CC1)C1=C(C=C(C=C1)OC(F)(F)F)F Ethyl 2-(1-cyclobutyl-1H-pyrazol-4-yl)-3-fluoro-5-[({1-[2-fluoro-4-(trifluoromethoxy) phenyl]cyclopropyl}carbonyl) amino]benzoate